trans-2-(5-Fluoropiperidin-3-yl)acetic acid methyl ester COC(C[C@@H]1CNC[C@H](C1)F)=O